8-(2-fluorophenoxy)-1,2,3,4-tetrahydroquinolin-2-one FC1=C(OC=2C=CC=C3CCC(NC23)=O)C=CC=C1